6-[4-(piperidin-4-ylmethyl)piperazine-1-carbonyl]-1H-indole hydrochloride Cl.N1CCC(CC1)CN1CCN(CC1)C(=O)C1=CC=C2C=CNC2=C1